3-[5-(7H-pyrrolo[2,3-d]-pyrimidin-4-yl)-1,3-oxazol-2-yl]-hexanenitrile N1=CN=C(C2=C1NC=C2)C2=CN=C(O2)C(CC#N)CCC